C(CCC)[Sn](C=1SC=C(C1)CCCCCC)(CCCC)CCCC tri-n-butyl-(4-hexylthiophen-2-yl)stannane